ClC1=NC=CC(=C1Cl)SC=1N=CC(=NC1)C1CCC2(C(C3=CC=CC=C3C2)N)CC1 (1r,4r)-4-(5-((2,3-dichloropyridin-4-yl)thio)pyrazin-2-yl)-1',3'-dihydrospiro[cyclohexane-1,2'-inden]-1'-amine